OC1=CC=C(C(=N)N)C=C1 p-hydroxybenzamidine